[Si]123ON(CCN(O2)OO3)O1 ethylendiamin peroxysilicate